(3S,4R,6R)-N-(3-acetylpyridin-4-yl)-4-(5-fluoro-6-methylpyridin-2-yl)-6-methyl-6-(trifluoromethyl)tetrahydro-2H-pyran-3-carboxamide C(C)(=O)C=1C=NC=CC1NC(=O)[C@@H]1CO[C@](C[C@H]1C1=NC(=C(C=C1)F)C)(C(F)(F)F)C